2-Methyl-1-(2,6,8-trichloro-pyrimido[5,4-d]pyrimidin-4-ylamino)-propan-2-ol CC(CNC=1C2=C(N=C(N1)Cl)C(=NC(=N2)Cl)Cl)(C)O